C12(CC3CC(CC(C1)C3)C2)CN2N=CC(=C2C)C=2C=CC=3N(C2C(=O)O)N=CC3C=3N=NC(=CC3)NC=3SC2=C(N3)C=CC=C2 6-(1-(adamantan-1-ylmethyl)-5-methyl-1H-pyrazol-4-yl)-3-(6-(benzo[d]thiazol-2-ylamino)pyridazin-3-yl)pyrazolo[1,5-a]pyridine-7-carboxylic acid